(E)-2,4-difluoro-N-(2-methoxy-5-(4-(6-(4-oxopent-2-enoyl)-3,6-diazabicyclo[3.1.1]heptan-3-yl)quinazolin-6-yl)pyridin-3-yl)benzenesulfonamide FC1=C(C=CC(=C1)F)S(=O)(=O)NC=1C(=NC=C(C1)C=1C=C2C(=NC=NC2=CC1)N1CC2N(C(C1)C2)C(\C=C\C(C)=O)=O)OC